4-benzyloxy-7-chloro-3,8-difluoro-2-2-fluorotetrahydro-1H-pyrrolizine-7a-ylmethoxy-1,6-naphthyridine C(C1=CC=CC=C1)OC1=C(C(=NC2=C(C(=NC=C12)Cl)F)OCC12CCCN2CC(C1)F)F